OC=1C=C(C=CC1O)CCNC(=S)NCCC1=CC=C(C=C1)OC 1-[2-(3,4-dihydroxyphenyl)ethyl]-3-[2-(4-methoxyphenyl)ethyl]thiourea